1-(4-((3R,4R)-3-cyclohexyl-7-hydroxyisochroman-4-yl)phenyl)piperidine-4-carbaldehyde C1(CCCCC1)[C@H]1OCC2=CC(=CC=C2[C@H]1C1=CC=C(C=C1)N1CCC(CC1)C=O)O